ClC=1C=NC=C(C1NC(=O)C=1C(=NC(=NC1)SC)N1CCOCC1)Cl N-(3,5-dichloropyridin-4-yl)-2-(methylsulfanyl)-4-morpholinopyrimidine-5-carboxamide